5-chloro-1-methyl-6-(trifluoromethyl)isoindoline-3,3-d2 butyloctadeca-9,12-dienoate C(CCC)OC(CCCCCCCC=CCC=CCCCCC)=O.ClC=1C=C2C(NC(C2=CC1C(F)(F)F)C)([2H])[2H]